C1(CC1)C(=O)NC1=NC=C(C(=O)NC([2H])([2H])[2H])C(=C1)NC1=NC=CC=2C=3C(CN(C12)C)=CN(N3)C([2H])([2H])[2H] 6-(cyclopropanecarboxamido)-N-(methyl-d3)-4-((5-methyl-2-(methyl-d3)-4,5-dihydro-2H-pyrazolo[4,3-c][1,7]naphthyridin-6-yl)amino)nicotinamide